CN(C(=O)N1CCN(CC1)C1=CC(=CC=2N1N=CC2C(=O)OC)S(NC2(CC2)C)(=O)=O)C Methyl 7-(4-(dimethylcarbamoyl) piperazin-1-yl)-5-(N-(1-methylcyclopropyl)sulfamoyl)pyrazolo[1,5-a]pyridine-3-carboxylate